(3z,7e)-4,8,12-trimethyltridec-3,7,11-trienoic acid C/C(=C/CC(=O)O)/CC\C=C(\CCC=C(C)C)/C